2-Methoxy-7-[(E)-3-methyloct-2-en-2-yl]-4-(2-methylpent-2-en-3-yl)-3,4-dihydro-2H-chromen-5-ol COC1OC=2C=C(C=C(C2C(C1)C(=C(C)C)CC)O)\C(\C)=C(\CCCCC)/C